Trans-3-(2-((3-aminocyclohexyl)amino)-5-(trifluoromethyl)pyrimidin-4-yl)-7-(dimethylphosphoryl)-1H-indole-6-carbonitrile N[C@@H]1C[C@H](CCC1)NC1=NC=C(C(=N1)C1=CNC2=C(C(=CC=C12)C#N)P(=O)(C)C)C(F)(F)F